[Na+].NC(C1CC=CC=C1)C(=O)[O-] dihydrophenylglycine sodium salt